N1=C(C=CC(=C1)CN(C(=O)C1CCC(CC1)O)C1=CC(=CC=C1)C1=CC(=NC=C1)OC)C=1C=NC=CC1 N-([2,3'-Bipyridin]-5-ylmethyl)-4-hydroxy-N-(3-(2-methoxypyridin-4-yl)phenyl)cyclohexanecarboxamide